CN(C1=CC(=C(C=C1)OC)NC([C@@H](NC(=O)OC(C)(C)C)CC(C)C)=O)C1=CC(OC2=CC=CC=C12)=O 4-(N-methyl-N-(3-(N-Boc-L-leucinylamino)-4-methoxyphenyl)-amino)coumarin